CC1CCC=2C(CCC(=CC12)C(C)C)C 1,2,3,4,5,6-hexahydro-1,4-dimethyl-7-(2-propyl)azulene